1,1,1,4,4,4-hexafluoro-2-chlorobutene FC(C(=CC(F)(F)F)Cl)(F)F